2-(2H-benzotriazol-2-yl)-6-phthalimidoethyl-4-methylphenol N=1N(N=C2C1C=CC=C2)C2=C(C(=CC(=C2)C)CCN2C(C=1C(C2=O)=CC=CC1)=O)O